C(C)(C)C1=C(C(=CC=C1)C(C)C)C1=CC=NC2=CC(=CC=C12)O[C@@H](C(=O)N1C[C@H](CCC1)CC(=O)O)C 2-[(3R)-1-[(2R)-2-[[4-(2,6-diisopropylphenyl)-7-quinolyl]oxy]propanoyl]-3-piperidyl]acetic acid